methyldopa HCl Cl.CN[C@H](C(=O)O)CC1=CC=C(O)C(O)=C1